C(CCCCCCC\C=C/CCCCCCCC)(=O)OCCCCCCCCCCCCCCCCCCCCCCCCCCCCCCCCC tritriacontyl oleate